6-(trifluoromethyl)-2-pyridineboronic acid FC(C1=CC=CC(=N1)B(O)O)(F)F